COC1=CC=C(CN2C(=NCC3=CC=CC=C23)N)C=C1 1-(4-Methoxybenzyl)-1,4-dihydro-quinazolin-2-amine